5'-O-tert-butyldimethylsilyl-5-fluoro-2'-deoxyuridine [Si](C)(C)(C(C)(C)C)OC[C@@H]1[C@H](C[C@@H](O1)N1C(=O)NC(=O)C(=C1)F)O